lithium ((3-((bis(4-methoxyphenyl) (phenyl) methoxy) methyl)-5-(hydroxymethyl) phenyl) amino)-10-oxodecanoate COC1=CC=C(C=C1)C(OCC=1C=C(C=C(C1)CO)NC(C(=O)[O-])CCCCCCCC=O)(C1=CC=CC=C1)C1=CC=C(C=C1)OC.[Li+]